C1(CC1)NC(=O)NC1CCC(CC1)NC1=NC=C(C(=N1)C1=CN=C2N1C=C(C=C2)NC=2C=NC=NC2)C 1-Cyclopropyl-3-((1r,4r)-4-((5-methyl-4-(6-(pyrimidin-5-ylamino)imidazo[1,2-a]pyridin-3-yl)pyrimidin-2-yl)amino)cyclohexyl)urea